CC1=NN(C=C1NC1=NC=C(C(=N1)NCCCN1CCOCCC1=O)C(F)(F)F)CCCN1CCOCC1 4-(3-((2-((3-methyl-1-(3-morpholinopropyl)-1H-pyrazol-4-yl)amino)-5-(trifluoromethyl)pyrimidin-4-yl)amino)propyl)-1,4-oxazepan-5-one